ClC1=C(C=C2C=C(N=CC2=C1)NC(=O)[C@@H]1CC12COCC2)C2CCN(CC2)[C@@H]2COC[C@@H]2O (1R,2R)-N-(7-chloro-6-(1-((3R,4R)-4-hydroxytetrahydrofuran-3-yl)piperidin-4-yl)isoquinolin-3-yl)-5-oxaspiro[2.4]heptane-1-carboxamide